12-Benzyl-N-tert-butyl-6-(2,6-dimethylphenyl)-2,2,13-trioxo-9-oxa-2λ6-thia-3,5,12,19-tetrazatricyclo[12.3.1.14,8]nonadeca-1(18),4(19),5,7,14,16-hexaene-11-carboxamide C(C1=CC=CC=C1)N1C(COC2=CC(=NC(NS(C=3C=CC=C(C1=O)C3)(=O)=O)=N2)C2=C(C=CC=C2C)C)C(=O)NC(C)(C)C